BrC1=CC=C(C=C1)N1C=CS(C=C1)(=O)=O 4-(4-bromophenyl)-1,4-thiazine 1,1-dioxide